1,3-dimethyl-7-(1-methylpiperidin-4-yl)-2-oxo-2,3-dihydro-1H-benzo[d]imidazol-5-yl trifluoromethanesulfonate FC(S(=O)(=O)OC1=CC2=C(N(C(N2C)=O)C)C(=C1)C1CCN(CC1)C)(F)F